tert-butyl N-[2-(prop-2-yn-1-yloxy)ethyl]carbamate C(C#C)OCCNC(OC(C)(C)C)=O